C(C)OC1=C(O[C@H]2CN(CCC2)C2=CN=CC(=N2)NC2=NC=C(C=N2)C(=O)O)C=CC=C1 (R)-2-((6-(3-(2-ethoxyphenoxy)piperidin-1-yl)pyrazin-2-yl)amino)pyrimidine-5-carboxylic acid